4,12,12-trimethyl-7-(5-methylfuran-2-yl)-3,5,6,8,10-pentazatricyclo[7.3.0.02,6]dodeca-1(9),2,4,7-tetraene CC=1N=C2C=3C(CNC3N=C(N2N1)C=1OC(=CC1)C)(C)C